FC(C(=O)O)(F)F.NC=1N=CC(=NC1N1N=CN=C1)C=1C=C(C=CC1C)S(=O)(=O)NC12CC(C1)(C2)C(=O)NCC(F)(F)F 3-(3-(5-Amino-6-(1H-1,2,4-triazol-1-yl)pyrazin-2-yl)-4-methylphenylsulfonamido)-N-(2,2,2-trifluoroethyl)bicyclo[1.1.1]pentane-1-carboxamide trifluoroacetate salt